C(C)OC(=O)/C=C/B1OC(C)(C)C(C)(C)O1 [(E)-2-(ethoxycarbonyl)vinyl]boronic acid pinacol ester